COC1=C(C2=C(SC=C2)C=C1)CCNC1=CC(=NC=N1)C1=CC(=C(C(=O)O)C=C1)SC 4-{6-(2-(5-Methoxy-benzo[b]thiophen-4-yl)-ethylamino)-pyrimidin-4-yl}-2-methylsulfanyl-benzoic acid